C(#N)C1(CC1)NS(=O)(=O)C1=CC=C2C3=C(N(C2=C1)C=1SC(=NN1)C(F)F)N=CN=C3N3CCN(CC3)C3=NC=CC=C3 N-(1-Cyanocyclopropyl)-9-(5-(difluoromethyl)-1,3,4-thiadiazol-2-yl)-4-(4-(pyridin-2-yl)piperazin-1-yl)-9H-pyrimido[4,5-b]indole-7-sulfonamide